FC(S(=O)(=O)NC1=CC=C(C=C1)B1OC(C(O1)(C)C)(C)C)F 1,1-difluoro-N-[4-(4,4,5,5-tetramethyl-1,3,2-dioxaborolan-2-yl)phenyl]methanesulfonamide